Cl.ClC=1C(=NC(=NC1)N[C@H]1CN(CC1)CC1CNCC1)C1=CNC2=NC=CC=C21 5-chloro-N-((3R)-1-(pyrrolidin-3-ylmethyl)pyrrolidin-3-yl)-4-(1H-pyrrolo[2,3-b]pyridin-3-yl)pyrimidin-2-amine hydrochloride